FC1=CC=C(C(=O)N2[C@@H](C=3N(CC2)C(=NC3N3C(CCC3)=O)C3=NC(=NS3)C)C)C=C1 (R)-(7-(4-fluorobenzoyl)-8-methyl-3-(3-methyl-1,2,4-thiadiazol-5-yl)-5,6,7,8-tetrahydroimidazo[1,5-a]pyrazin-1-yl)pyrrolidin-2-one